(R)-N-(2-fluoro-3-hydroxy-3-methylbutyl)-4-(isopropylamino)-6-(4,4,5,5-tetramethyl-1,3,2-dioxaborolan-2-yl)pyrrolo[1,2-b]pyridazine-3-carboxamide F[C@H](CNC(=O)C1=C(C=2N(N=C1)C=C(C2)B2OC(C(O2)(C)C)(C)C)NC(C)C)C(C)(C)O